(4-((1R,2S,5S)-3-azabicyclo[3.1.0]hexane-2-carbonyl)piperazin-1-yl)(4-((3-(2,3-difluoro-4-methoxyphenyl)imidazo[1,2-a]pyrazin-8-yl)amino)-2-methylphenyl)methanone hydrochloride Cl.[C@@H]12[C@H](NC[C@H]2C1)C(=O)N1CCN(CC1)C(=O)C1=C(C=C(C=C1)NC=1C=2N(C=CN1)C(=CN2)C2=C(C(=C(C=C2)OC)F)F)C